CC1=C(C2=C(CCC(O2)(C)CCCC(C)CCCC(C)CCCC(C)C)C(=C1O)C)C (+-)-alpha-tocopherol